NC1=C(C=C(C=N1)C=1C=C2N(N1)CCC21CN(CC1)C(=O)NCC)O[C@@H](C)C=1C=NC=CC1 2'-{6-amino-5-[(1S)-1-(pyridin-3-yl)ethoxy]pyridin-3-yl}-N-ethyl-5',6'-dihydrospiro[pyrrolidine-3,4'-pyrrolo[1,2-b]pyrazole]-1-carboxamide